C(C)(C)OCC(COC(C)C)(Br)CC=C 2-allyl-2-bromo-1,3-propylene glycol diisopropyl ether